benzyl N-[[(2S,5R,6R)-5-azido-6-[(1R,2S,3R,4R,5S,6R)-2,4-diazido-3,5,6-trihydroxy-cyclohexoxy]tetrahydropyran-2-yl]methyl]-N-benzyl-carbamate N(=[N+]=[N-])[C@@H]1CC[C@H](O[C@@H]1O[C@@H]1[C@H]([C@@H]([C@H]([C@@H]([C@H]1O)O)N=[N+]=[N-])O)N=[N+]=[N-])CN(C(OCC1=CC=CC=C1)=O)CC1=CC=CC=C1